N-(3-[1-acetylimidazo[1,5-a]pyridin-6-yl]-2,4-difluorophenyl)-5-chloro-2-methoxypyridine-3-sulfonamide C(C)(=O)C=1N=CN2C1C=CC(=C2)C=2C(=C(C=CC2F)NS(=O)(=O)C=2C(=NC=C(C2)Cl)OC)F